P(=O)(OC=C)([O-])[O-] (Z)-vinyl phosphate